N-(4-{1-[(2-chlorophenyl)carbonyl]piperidin-4-yl}butyl)imidazo[1,2-a]pyridine-6-carboxamide ClC1=C(C=CC=C1)C(=O)N1CCC(CC1)CCCCNC(=O)C=1C=CC=2N(C1)C=CN2